4-Hydroxy-7-methoxypyrido[3,2-d]pyrimidine-6-carbonitrile OC=1C2=C(N=CN1)C=C(C(=N2)C#N)OC